2-(tert-butylamino)-N-(5-cyclopropyl-6-(4-ethynyl-2-hydroxyphenyl)pyridazin-3-yl)acetamide C(C)(C)(C)NCC(=O)NC=1N=NC(=C(C1)C1CC1)C1=C(C=C(C=C1)C#C)O